[Br-].C[NH+](CC(COC(CCCCCCC\C=C/CCCCCCCC)=O)OC(CCCCCCC\C=C/CCCCCCCC)=O)C dimethyl-2,3-dioleoyloxypropyl-ammonium bromide